1-(5-(4-((2-(3-ethylureido)pyridin-4-yl)methyl)piperazin-1-yl)-6-methylpyridin-2-yl)-3-methylurea C(C)NC(NC1=NC=CC(=C1)CN1CCN(CC1)C=1C=CC(=NC1C)NC(=O)NC)=O